5-(2-chloro-5-(isobutyrylaminomethyl)benzoylamino)-1-(methoxymethyl)-1H-indole-2-carboxylic acid ethyl ester C(C)OC(=O)C=1N(C2=CC=C(C=C2C1)NC(C1=C(C=CC(=C1)CNC(C(C)C)=O)Cl)=O)COC